C(C)(C)(C)OC(=O)N(C(OC(C)(C)C)=O)C1=NC=C(C=N1)OC1=NC=C(C=C1OCC(F)(F)F)Cl tert-butyl (tert-butoxycarbonyl)(5-((5-chloro-3-(2,2,2-trifluoroethoxy)pyridin-2-yl)oxy)pyrimidin-2-yl)carbamate